3-(8-bromo-3-oxo-1,4-benzoxazin-4-yl)piperidine-2,6-dione BrC1=CC=CC=2N(C(COC21)=O)C2C(NC(CC2)=O)=O